4-[(3R,4R)-3-amino-4-hydroxy-pyrrolidin-1-yl]-1-[4-[4-[6-chloro-4-(trifluoromethyl)-2-pyridyl]piperazin-1-yl]sulfonylphenyl]pyrrolidin-2-one N[C@@H]1CN(C[C@H]1O)C1CC(N(C1)C1=CC=C(C=C1)S(=O)(=O)N1CCN(CC1)C1=NC(=CC(=C1)C(F)(F)F)Cl)=O